8-(2-(2-Fluoro-5-((6-fluoro-4-vinyl-1H-indol-5-yl)oxy)phenyl)-1H-imidazol-5-yl)-8-(3-iodophenyl)octanenitrile FC1=C(C=C(C=C1)OC=1C(=C2C=CNC2=CC1F)C=C)C=1NC(=CN1)C(CCCCCCC#N)C1=CC(=CC=C1)I